6-(cyclopropanecarboxamidomethyl)-2-iminooctanoic acid C1(CC1)C(=O)NCC(CCCC(C(=O)O)=N)CC